C(C)(C)(C)OC(CCCN(C=1SC=C(N1)C(=O)OCC)C(=O)OC(C)(C)C)=O ethyl 2-{[4-(tert-butoxy)-4-oxobutyl][(tert-butoxy)carbonyl]amino}-1,3-thiazole-4-carboxylate